3-p-tert-butylphenoxy-1,2-epoxypropane C(C)(C)(C)C1=CC=C(OCC2CO2)C=C1